ethylphenylthioglycolic acid C(C)C(C(=O)O)(S)C1=CC=CC=C1